4-[1-[3-[(tert-butyldimethylsilyl)oxy]-6-fluoro-2,3-dihydro-1H-inden-4-yl]ethyl]-1-(triphenylmethyl)imidazole [Si](C)(C)(C(C)(C)C)OC1CCC2=CC(=CC(=C12)C(C)C=1N=CN(C1)C(C1=CC=CC=C1)(C1=CC=CC=C1)C1=CC=CC=C1)F